C(C)N(CC)CC1=CC(=NC(=N1)C(F)(F)F)C(=O)N1CCC(CC1)N1CC(C1)(N1N=CC(=C1)C=1C2=C(N=CN1)NC=C2)CC#N {1-(1-{[6-[(diethylamino)methyl]-2-(trifluoromethyl)pyrimidin-4-yl]carbonyl}piperidin-4-yl)-3-[4-(7H-pyrrolo[2,3-d]pyrimidin-4-yl)-1H-pyrazol-1-yl]azetidin-3-yl}acetonitrile